BrC=1C=2C=C3N(C2C=CC1)C(N(C3)C(C(=O)O)CCC(=O)O)=O (8-bromo-3-oxo-1H-imidazo[1,5-a]indol-2(3H)-yl)glutaric acid